ClC=1N=C(C=2N(C1)N=CC2I)OC2(CC(C2)NC([O-])=O)C ((cis)-3-((6-chloro-3-iodopyrazolo[1,5-a]pyrazin-4-yl)oxy)-3-methylcyclobutyl)carbamate